N[C@@H](C=1C=CC2=C(N(C(=N2)[C@@H](N[S@](=O)C(C)(C)C)[C@@H]2CC(CCC2)(F)F)COCC[Si](C)(C)C)C1)C1CC1 (R)-N-((s)-(6-((R)-amino(cyclopropyl)methyl)-1-((2-(trimethylsilyl)ethoxy)methyl)-1H-benzo[d]imidazol-2-yl)((s)-3,3-difluorocyclohexyl)methyl)-2-methylpropane-2-sulfinamide